CN1C(OCC2=C1C=CC(=C2)C2=CN=CC=1[C@@H](CCCC21)NC(CC)=O)=O (R)-N-(4-(1-methyl-2-oxo-1,4-dihydro-2H-benzo[d][1,3]oxazin-6-yl)-5,6,7,8-tetrahydroisoquinolin-8-yl)propanamide